(2s,4s)-2-((1r,5s)-1-(4-isopropylphenyl)-3-azabicyclo[3.1.0]hexane-3-carbonyl)-7-oxa-5-azaspiro[3.4]octan-6-one C(C)(C)C1=CC=C(C=C1)[C@@]12CN(C[C@H]2C1)C(=O)C1CC2(C1)NC(OC2)=O